(Z)-3-((3,5-dimethyl-1H-pyrrol-2-yl)methylene)-2-oxo-1-((tetrahydro-2H-pyran-4-yl)methyl)indole-6-carboxamide CC1=C(NC(=C1)C)\C=C\1/C(N(C2=CC(=CC=C12)C(=O)N)CC1CCOCC1)=O